tert-butyl ((4-cyano-2-oxabicyclo[2.1.1]hexan-1-yl)methyl)carbamate C(#N)C12COC(C1)(C2)CNC(OC(C)(C)C)=O